C(C)(C)(C)OC(=O)NC(COCCC(=O)O)C 3-(2-((tert-butoxycarbonyl)amino)propoxy)propanoic acid